hexamethylene-bis(3-(3,5-di-tert-butyl-4-hydroxyphenyl) propionate) C(C)(C)(C)C=1C=C(C=C(C1O)C(C)(C)C)CC(C(=O)[O-])CCCCCCC(C(=O)[O-])CC1=CC(=C(C(=C1)C(C)(C)C)O)C(C)(C)C